[N+](=O)([O-])C=1C(=NC=CC1)NC1=CC=C(C#N)C=C1 4-(3-nitropyridin-2-ylamino)benzonitrile